4,6-dichloro-N-ethylnicotinamide ClC1=CC(=NC=C1C(=O)NCC)Cl